CC(=O)ON1C(=O)CCC1=O N-succinimidyl acetate